ClC1=CC=C(OC2=C3CC(CC3=CC=C2)NC(=O)C2=CC=NC=3N2N=CC3C(=O)N)C=C1 N7-[4-(4-chlorophenoxy)indan-2-yl]pyrazolo[1,5-a]pyrimidine-3,7-dicarboxamide